C1C(\C=C/CCC)C(=O)OC1=O cis-3-heptene-1,2-dicarboxylic acid anhydride